3-(4-butylphenyl)-isoxazole C(CCC)C1=CC=C(C=C1)C1=NOC=C1